(R)-(2-amino-1-(4-methyl-1-oxo-1,3-dihydroisobenzofuran-5-yl)ethyl)carbamic acid methyl ester COC(N[C@@H](CN)C=1C(=C2COC(C2=CC1)=O)C)=O